C1(CCCCC1)N1C(N(C(C1=O)CCC(=O)NCC1=C(C(=O)NO)C=CC=C1)CC1=CC=C(C=C1)C)=O ((3-(1-cyclohexyl-3-(4-methylbenzyl)-2,5-dioxoimidazolin-4-yl)propionylamino)methyl)-N-hydroxybenzamide